4-((3-fluoropyridin-2-yl)methyl)-N-(piperidin-4-ylmethyl)-3,4-dihydroquinoxaline-1(2H)-carboxamide FC=1C(=NC=CC1)CN1CCN(C2=CC=CC=C12)C(=O)NCC1CCNCC1